C(C)(C)NCC(=O)N(CC(NC=1SC2=C(N1)C=CC(=C2)OC(F)(F)F)=O)C (isopropylamino)-N-methyl-N-(2-oxo-2-((6-(trifluoromethoxy)benzo[d]thiazol-2-yl)amino)ethyl)acetamide